6-methyl-spiro[5,8-dihydropyrido[4,3-d]pyrimidine-7,1'-tetrahydronaphthalene] CN1CC2=C(N=CN=C2)CC12CCCC1=CC=CC=C21